(3S)-1-(7-(2-amino-7-fluorobenzo[d]thiazol-4-yl)-8-fluoro-2-(((2R,7aS)-2-fluorotetrahydro-1H-pyrrolizin-7a(5H)-yl)methoxy)-6-(trifluoromethyl)quinazolin-4-yl)-3-methylpiperidin-3-ol NC=1SC2=C(N1)C(=CC=C2F)C2=C(C=C1C(=NC(=NC1=C2F)OC[C@]21CCCN1C[C@@H](C2)F)N2C[C@](CCC2)(O)C)C(F)(F)F